NC1=C(SC2=NC(=CC(=C21)C)C)C(=O)NC2CC=1C=CC(=NC1CC2)N2CC(C(C2)NC)CF 3-amino-N-{2-[3-(fluoromethyl)-4-(methylamino)pyrrolidin-1-yl]-5,6,7,8-tetrahydroquinolin-6-yl}-4,6-dimethylthieno[2,3-b]pyridine-2-carboxamide